(diphenyltriazinyl)[(dimethylfluorenyl)dibenzoselenophenyl]pyridine 5-ethylsulfonyl-1-methyl-imidazole-4-carboxylate C(C)S(=O)(=O)C1=C(N=CN1C)C(=O)O.C1(=CC=CC=C1)C1=C(C(=NN=N1)C=1C(=NC=CC1)C1=C(C=CC=2[Se]C3=C(C21)C=CC=C3)C3=C(C(=CC=2C1=CC=CC=C1CC32)C)C)C3=CC=CC=C3